CC1=C(C=O)C(=CN=C1)OCC=1C(=NC=CC1)C1=CC=NN1CC(F)(F)F 3-methyl-5-((2-(1-(2,2,2-trifluoroethyl)-1H-pyrazol-5-yl)pyridin-3-yl)methoxy)isonicotinaldehyde